2,2'-disulfonyl-4,4'-benzidine S(=O)(=O)=C1C(C=CC(=C1)N)=C1C(C=C(N)C=C1)=S(=O)=O